2H-chromen-7-yl-sodium sulfate S(=O)(=O)(O)O.O1CC=CC2=CC=C(C=C12)[Na]